CC1=NC=CC(=C1)C1=NN(C=C1)C=1N=C(C2=C(N1)C=C(O2)C2=NC=CC=C2)N2CCOCC2 2-[3-(2-methyl-4-pyridyl)pyrazol-1-yl]-4-morpholino-6-(2-pyridyl)furo[3,2-d]pyrimidine